(R)-4-((1-(3-(difluoromethyl)-2-fluorophenyl)ethyl)amino)-2-methyl-7-(pyrrolidin-1-yl)pyrido[2,3-d]pyrimidine-6-carbonitrile FC(C=1C(=C(C=CC1)[C@@H](C)NC=1C2=C(N=C(N1)C)N=C(C(=C2)C#N)N2CCCC2)F)F